BrC1=CN=C2C=CC(=NC2=C1)C=1C(=NN(C1)C1OCCCC1)C1=NC(=CC=C1)C 7-bromo-2-(3-(6-methylpyridin-2-yl)-1-(tetrahydro-2H-pyran-2-yl)-1H-pyrazol-4-yl)-1,5-naphthyridine